C(C)(C)(C)C=1C=C2C=3C(CCCC3N(C2=CC1)C1=NC=CC=N1)=O 6-Tert-butyl-9-(2-pyrimidinyl)-1,2,3,9-tetrahydrocarbazol-4-one